F[C@H]1CN(CC[C@H]1NC1=C2C=C(N(C2=CC=C1)CC(F)(F)F)C1=NOC(=N1)CNC(=O)C1=CC=C2C(=CNC2=C1)C)C N-{[3-(4-{[(3S,4R)-3-fluoro-1-methylpiperidin-4-yl]amino}-1-(2,2,2-trifluoroethyl)-1H-indol-2-yl)-1,2,4-oxadiazol-5-yl]methyl}-3-methyl-1H-indole-6-carboxamide